4-dihydroxyboryl-2-[(6-chloro-3-morpholinosulfonyl-4-quinolinyl)amino]benzoic acid OB(C1=CC(=C(C(=O)O)C=C1)NC1=C(C=NC2=CC=C(C=C12)Cl)S(=O)(=O)N1CCOCC1)O